3,4-dihydroxy-4'-nitro-tolan OC=1C=C(C=CC1O)C#CC1=CC=C(C=C1)[N+](=O)[O-]